BrC=1C=C2C=C(C(N(C2=NC1)CC1=CC=C(C=C1)F)=O)C(=O)O 6-bromo-1-(4-fluorophenylmethyl)-2-oxo-1,2-dihydro-1,8-naphthyridine-3-carboxylic acid